N1(C=NC=C1)C1CN(C1)C1=NC=2C(=C(C3=C(C2C=N1)COC3)C3=NC=C(C1=C3C(=C(S1)N)C#N)F)F 4-(3-(3-(1H-Imidazol-1-yl)azetidin-1-yl)-5-fluoro-7,9-dihydrofuro[3,4-f]quinazolin-6-yl)-2-amino-7-fluorothieno[3,2-c]pyridine-3-carbonitrile